(6S,12aR)-2-amino-6-methyl-2,3,12,12a-tetrahydropyrazino[1',2':1,6]pyrido[3,4-b]indole-1,4(6H,7H)-dione NN1C([C@H]2CC3=C(NC=4C=CC=CC34)[C@@H](N2C(C1)=O)C)=O